(3R)-3-fluoro-N-{4-fluoro-3-[5-(2-methylbutan-2-yl)-2H-pyrazolo[3,4-b]pyridin-2-yl]phenyl}pyrrolidine-1-carboxamide F[C@H]1CN(CC1)C(=O)NC1=CC(=C(C=C1)F)N1N=C2N=CC(=CC2=C1)C(C)(CC)C